3-oxadiazol-formaldehyde O1NN(C=C1)C=O